2-[6-iodo-1-oxo-4-(trifluoromethyl) isoindolin-2-yl]Ethyl acetate C(C)(=O)OCCN1C(C2=CC(=CC(=C2C1)C(F)(F)F)I)=O